tert-Butyl 6-(4-((tert-butoxycarbonyl)amino)-4-methylpiperidin-1-yl)-3-(2,3-dichlorophenyl)-1H-pyrazolo[3,4-b]pyrazine-1-carboxylate C(C)(C)(C)OC(=O)NC1(CCN(CC1)C1=CN=C2C(=N1)N(N=C2C2=C(C(=CC=C2)Cl)Cl)C(=O)OC(C)(C)C)C